NC=1C2=C(N=CN1)N(C(=C2Br)C=2CN(CC2)C(=O)OC(C)(C)C)C tert-butyl 3-(4-amino-5-bromo-7-methyl-7H-pyrrolo[2,3-d]pyrimidin-6-yl)-2,5-dihydro-1H-pyrrole-1-carboxylate